5'-chloro-2'-({[(3S)-oxolan-3-yl]amino}methyl)-7',8'-dihydro-6'H-spiro[cyclohexane-1,9'-furo[2,3-f]quinazoline]-7'-one ClC=1C=C2C(=C3C4(NC(NC13)=O)CCCCC4)OC(=C2)CN[C@@H]2COCC2